N1=C(C=CC=C1)C(C(=O)NN)C (pyridin-2-yl)propanehydrazide